O=C1NC(CCC1N1C(C2=C(C=CC=C2C1)F)=O)=O 2-(2,6-dioxopiperidin-3-yl)-7-fluoro-1-oxoisoindoline